CN1N=CC(=C1)C=1C=CC=2N(C1)N=CC2B2OC(C(O2)(C)C)(C)C 6-(1-methyl-1H-pyrazol-4-yl)-3-(4,4,5,5-tetramethyl-1,3,2-dioxaborolan-2-yl)pyrazolo[1,5-a]pyridine